tert-butyl (2R,4S)-2-(((S)-1-(benzyloxy)-1-oxopropan-2-yl)carbamoyl)-4-phenylpiperidine-1-carboxylate C(C1=CC=CC=C1)OC([C@H](C)NC(=O)[C@@H]1N(CC[C@@H](C1)C1=CC=CC=C1)C(=O)OC(C)(C)C)=O